format lithium sulfur [S+2].[Li+].C(=O)[O-].C(=O)[O-].C(=O)[O-]